2-(3,3,3-trifluoropropyl)oxazole-4-carboxylic acid FC(CCC=1OC=C(N1)C(=O)O)(F)F